Cl.CN1CCNC(CC1)C1=CC=C(C(=O)OC)C=C1 methyl 4-(1-methyl-1,4-diazepan-5-yl)benzoate hydrochloride